2-(3-(2-(4-(2-((tert-butyldimethylsilyl)oxy)ethoxy)-3,5-dimethylphenyl)-5-methyl-4-Oxo-4,5-dihydrofuro[3,2-c]pyridin-7-yl)-4-(2,4-difluorophenoxy)phenyl)propan-2-ol acetate C(C)(=O)OC(C)(C)C1=CC(=C(C=C1)OC1=C(C=C(C=C1)F)F)C=1C2=C(C(N(C1)C)=O)C=C(O2)C2=CC(=C(C(=C2)C)OCCO[Si](C)(C)C(C)(C)C)C